OC=1C=C2C=CN(C(C2=CC1C=1N=C2N(C=CC(=N2)C=2CC(NC(C2)(C)C)(C)C)C1)=O)C 6-hydroxy-2-methyl-7-(7-(2,2,6,6-tetramethyl-1,2,3,6-tetrahydropyridin-4-yl)imidazo[1,2-a]pyrimidin-2-yl)isoquinolin-1(2H)-one